C(C)(C)(C)OC(=O)N1CC([C@H]2N(OC[C@H]21)CCC(C(=O)O)(C)OC)(F)F |o1:10,14| 4-((3aS*,6aS*)-4-(tert-butoxycarbonyl)-6,6-difluorohexahydro-1H-pyrrolo[3,2-c]isoxazol-1-yl)-2-methoxy-2-methylbutanoic acid